C(C)(C)C1=C2CCN(C2=CC=C1)S(=O)(=O)C1=C2C=CNC(C2=CC=C1)=O 5-(4-isopropylindolin-1-yl)sulfonyl-2H-isoquinolin-1-one